6-(4-(2-(2-(cyclopropanesulfonamido)thiazol-4-yl)-2-methylpropanamido)phenyl)-N,N-dimethylpyrazine-2-carboxamide C1(CC1)S(=O)(=O)NC=1SC=C(N1)C(C(=O)NC1=CC=C(C=C1)C1=CN=CC(=N1)C(=O)N(C)C)(C)C